OCC=CC1=CC(=C(C=C1)O)C(F)(F)F 4-(3-hydroxypropenyl)-2-trifluoromethylphenol